1-(7Z,10Z,13Z,16Z,19Z-docosapentaenoyl)-2-(9Z-tetradecenoyl)-sn-glycero-3-phosphocholine CCCC/C=C\CCCCCCCC(=O)O[C@H](COC(=O)CCCCC/C=C\C/C=C\C/C=C\C/C=C\C/C=C\CC)COP(=O)([O-])OCC[N+](C)(C)C